p-bis(4-amino-2-trifluoromethylphenoxy)biphenyl tert-butyl-6-(3-hydroxyazetidine-1-carbonyl)-3-azabicyclo[3.1.0]hexane-3-carboxylate C(C)(C)(C)OC(=O)N1CC2C(C2C1)C(=O)N1CC(C1)O.NC1=CC(=C(OC2(CC=C(C=C2)OC2=C(C=C(C=C2)N)C(F)(F)F)C2=CC=CC=C2)C=C1)C(F)(F)F